CC1=NN(C=C1[N+](=O)[O-])C1=C2C=CC(=NC2=CC=C1)C(=O)OC methyl 5-(3-methyl-4-nitro-1H-pyrazol-1-yl)quinoline-2-carboxylate